(3-ethoxyazetidin-1-yl)thiazol C(C)OC1CN(C1)C=1SC=CN1